NC=1N=C(C2=C(N1)N(C=C2)C2=CC(=NC=C2)C#CC2(C(N(CC2)C)=O)O)CC 3-((4-(2-amino-4-ethyl-7H-pyrrolo[2,3-d]pyrimidin-7-yl)pyridin-2-yl)ethynyl)-3-hydroxy-1-methylpyrrolidin-2-one